N-((1S)-1-cyclohexyl-2-((2-(methylcarbamoyl)-2-(7-oxo-6,8-diazaspiro[3.5]nonan-6-yl)-2,3-dihydro-1H-inden-5-yl)amino)-2-oxoethyl)-4-methyl-1,2,5-oxadiazole-3-carboxamide C1(CCCCC1)[C@@H](C(=O)NC=1C=C2CC(CC2=CC1)(N1CC2(CCC2)CNC1=O)C(NC)=O)NC(=O)C1=NON=C1C